1-((3R,4S)-4-(3-((4-amino-5-(4-chloro-3-methylphenyl)-7-ethyl-7H-pyrrolo[2,3-d]pyrimidin-6-yl)ethynyl)azetidin-1-yl)-3-hydroxypiperidin-1-yl)prop-2-en-1-one NC=1C2=C(N=CN1)N(C(=C2C2=CC(=C(C=C2)Cl)C)C#CC2CN(C2)[C@@H]2[C@@H](CN(CC2)C(C=C)=O)O)CC